FC(C(=O)O)(F)F.ClC=1C=C(C=2N=CN=C(C2N1)N)C=1SC=CC1 6-chloro-8-(thiophen-2-yl)pyrido[3,2-d]pyrimidin-4-amine trifluoroacetic acid salt